ClC1=NNC2=CC=C(C=C12)NS(=O)(=O)CCCCC N-(3-chloro-1H-indazol-5-yl)pentane-1-sulfonamide